N-(2-amino-4-methoxyphenyl)-N-methyl-methanesulfonamide NC1=C(C=CC(=C1)OC)N(S(=O)(=O)C)C